FC=1C(=C(C=C(C1)CC(C)C)N1CCN(CC1)CC1=NC=C(C=C1)C)C=1N=NNN1 1-[3-fluoro-5-isobutyl-2-(2H-tetrazol-5-yl)phenyl]-4-[(5-methyl-2-pyridyl)methyl]piperazine